COC=1C(=CC2=CN(N=C2C1)[C@H]1[C@H](C[C@@H](CC1)N(C(C)=O)C)C)C(=O)NC=1C(N(C=CC1)C)=O 6-methoxy-N-(1-methyl-2-oxo-1,2-dihydropyridin-3-yl)-2-((1R,2S,4R)-2-methyl-4-(N-methylacetamido)cyclohexyl)-2H-indazole-5-carboxamide